2-aminopropanediamide NC(C(=O)N)C(=O)N